1-ethyl-3-methylimidazole triflate salt OS(=O)(=O)C(F)(F)F.C(C)N1CN(C=C1)C